5-(4-(2-bromostyryl)phenyl)-3-(3,4-dichlorophenyl)-isoxazole BrC1=C(C=CC2=CC=C(C=C2)C2=CC(=NO2)C2=CC(=C(C=C2)Cl)Cl)C=CC=C1